FC1=C(C=CC(=C1C(=O)C1=CNC2=NC=C(C=C21)C2=CC=C(C=C2)N2CCNCC2)F)NS(=O)(=O)C2CCCC2 N-[2,4-difluoro-3-[5-(4-piperazin-1-ylphenyl)-1H-pyrrolo[2,3-b]pyridine-3-carbonyl]phenyl]cyclopentanesulfonamide